3-(5-fluoro-1H-indol-3-yl)acrylic acid FC=1C=C2C(=CNC2=CC1)C=CC(=O)O